FC1C2(CCC(C1)C2)C=O Fluorobicyclo[2.2.1]heptane-1-carbaldehyde